C(CCN1CN(CN(C1)CC(C)O)CC(C)O)N1CN(CN(C1)CC(C)O)CC(C)O 1'''-(propane-1,3-diylbis(1,3,5-triazine-5,1,3-triyl))tetra(propan-2-ol)